O1CCN(CC1)CCOC1=C(C=C2C(=NC=NC2=C1)NC=1C=C(C=CC1F)C1=C(C=C(C=C1)F)F)NC(C=C)=O N-(7-(2-morpholinoethoxy)-4-((2',4,4'-trifluoro-[1,1'-biphenyl]-3-yl)amino)quinazolin-6-yl)acrylamide